[N+](=O)([O-])C1=C(C=CC=C1)S(=O)(=O)N1C2CCCC1C2 6-(2-nitrophenyl)sulfonyl-6-azabicyclo[3.1.1]heptan